ClC1=C(C=CC=C1)C(C)NC(=O)C1=CC2=CC=CC(=C2C=C1)OC1=CC=C(C=C1)C(F)(F)F N-(1-(2-chlorophenyl)ethyl)-5-(4-(trifluoromethyl)phenoxy)-2-naphthamide